(S)-2-amino-3-(4-(5-(2-methoxyethoxy)-1H-indol-3-yl)phenyl)propanoic acid N[C@H](C(=O)O)CC1=CC=C(C=C1)C1=CNC2=CC=C(C=C12)OCCOC